(S)-3-(2',4'-difluorobiphenyl-3-yl)-3-(3-(4-hydroxy-6-methyl-2-oxo-1,2-dihydropyridin-3-yl)ureido)propionic acid FC1=C(C=CC(=C1)F)C1=CC(=CC=C1)[C@H](CC(=O)O)NC(=O)NC=1C(NC(=CC1O)C)=O